ClC=1C=C(C=CC1F)NC1=NC=NC2=CC=CC(=C12)OC(C)(C)C1=NC=CC=N1 N-(3-chloro-4-fluorophenyl)-5-((2-(pyrimidin-2-yl)propan-2-yl)oxy)-quinazolin-4-amine